3-(3-fluoro-bicyclo[1.1.1]pentan-1-yl)isoxazol-5-amine FC12CC(C1)(C2)C2=NOC(=C2)N